N1(N=CC=C1)CCO Pyrazole-1-ethanol